1-(1-(1-methoxyisoquinolin-4-yl)ethyl)urea COC1=NC=C(C2=CC=CC=C12)C(C)NC(=O)N